4-[(3R)-3-methylmorpholin-4-yl-6-[(1S,4S)-2-oxa-5-azabicyclo[2.2.1]heptan-5-yl]-1,3,5-triazin-2-yl]pyridin-2-amine C[C@H]1N(CCOC1)C1=NC(=NC(=N1)N1[C@@H]2CO[C@H](C1)C2)C2=CC(=NC=C2)N